1,1,1,3,3,3-hexafluoropropan-2-yl (R)-1-((5-fluoropyridin-3-yl)carbamoyl)-6-azaspiro[2.5]octane-6-carboxylate FC=1C=C(C=NC1)NC(=O)[C@@H]1CC12CCN(CC2)C(=O)OC(C(F)(F)F)C(F)(F)F